6-ETHOXYINDOLE-3-CARBOXALDEHYDE C(C)OC1=CC=C2C(=CNC2=C1)C=O